ClC=1C(=C(C(N(N1)C)=O)C)C1=C(C=C(C=C1)F)Cl 6-chloro-5-(2-chloro-4-fluorophenyl)-2,4-dimethyl-3(2H)-pyridazinone